N-(3-bromo-2-chloro-phenyl)-3-fluoro-5-formyl-pyridine-2-carboxamide BrC=1C(=C(C=CC1)NC(=O)C1=NC=C(C=C1F)C=O)Cl